C1(=CC=C(C=C1)C(CNC1=CC=CC=C1)C)C(CNC1=CC=CC=C1)C 4'-[1,4-phenylenedi(1-methylethylene)]bisaniline